O1CCC(=CC1)C1=NN2C(N(C(CCC2)=O)C)=C1 2-(3,6-dihydro-2H-pyran-4-yl)-4-methyl-7,8-dihydro-4H-pyrazolo[1,5-a][1,3]diazepin-5(6H)-one